2-azaspiro[3.5]nonan-7-carboxylic acid C1NCC12CCC(CC2)C(=O)O